P(OC1=C(C=C(C=C1)C(C)(C)C)C(C)(C)C)(OC1=C(C=C(C=C1)C(C)(C)C)C(C)(C)C)OC1=C(C=C(C=C1)C(C)(C)C)C(C)(C)C tri(2,4-di-tert-butyl-phenyl) phosphite